ClC1=CC(=C(COC=2C=C(C=CC2)C2=CC=C(C=C2)CC2=NC3=C(N2CCOC)C=C(C=C3)C(=O)O)C=C1)F 2-((3'-(4-Chloro-2-fluorobenzyloxy)biphenyl-4-yl)methyl)-1-(2-methoxyethyl)-1H-benzo[d]imidazole-6-carboxylic acid